(R)-3-hydroxy-1-methyl-3-(3-(3-(3-nitro-1H-pyrazolo[4,3-b]pyridin-5-yl)phenyl)isoxazol-5-yl)pyrrolidin-2-one O[C@@]1(C(N(CC1)C)=O)C1=CC(=NO1)C1=CC(=CC=C1)C1=CC=C2C(=N1)C(=NN2)[N+](=O)[O-]